tert-butyl (S)-4'-(((R)-tert-butylsulfinyl)amino)-4'H,6'H-spiro[piperidine-4,5'-pyrrolo[1,2-b]pyrazole]-1-carboxylate C(C)(C)(C)[S@@](=O)N[C@H]1C2(CN3N=CC=C31)CCN(CC2)C(=O)OC(C)(C)C